FC1=CC=C2C(=CN(C2=C1)C)C(=O)O 6-fluoro-1-methyl-1H-indole-3-carboxylic acid